C(\C=C\CCCCCCCCCCCCC)=O (E)-2-HEXADECENAL